octanolat C(CCCCCCC)[O-]